(CARBOXYMETHOXY)THIOPHENE C(=O)(O)COC=1SC=CC1